N-(2-(2-(3-hydroxycyclobutoxy)pyrimidin-4-yl)-1H-pyrrolo[3,2-c]pyridin-6-yl)-1-methyl-1H-pyrazole-4-carboxamide OC1CC(C1)OC1=NC=CC(=N1)C1=CC=2C=NC(=CC2N1)NC(=O)C=1C=NN(C1)C